tert-Butyl (2-amino-6-methoxypyridin-4-yl)carbamate NC1=NC(=CC(=C1)NC(OC(C)(C)C)=O)OC